C(C#CC)(=O)N1C[C@@H](CC1)N1C2=NC=NC(=C2N(C1=O)C1=CC=C(C=C1)OC1=CC=CC=C1)NN (R)-9-(1-(but-2-ynoyl)pyrrolidin-3-yl)-6-hydrazino-7-(4-phenoxyphenyl)-7,9-dihydro-8H-purin-8-one